2-(2-methyl-2H-indazol-5-yl)-7-[(3S)-3-methylpiperazin-1-yl]-4H-pyrido[1,2-a]pyrimidin CN1N=C2C=CC(=CC2=C1)C=1N=C2N(CC1)C=C(C=C2)N2C[C@@H](NCC2)C